2-oxo-N-(4-(trifluoromethyl)benzyl)indoline-4-carboxamide O=C1NC=2C=CC=C(C2C1)C(=O)NCC1=CC=C(C=C1)C(F)(F)F